(R)-3-(4-chloro-3-fluorophenyl)-1-(8,9-difluoro-6-oxo-1,4,5,6-tetrahydro-2H-pyrano[3,4-c]isoquinolin-1-yl)-1-methylurea ClC1=C(C=C(C=C1)NC(N(C)[C@H]1COCC=2NC(C=3C=C(C(=CC3C21)F)F)=O)=O)F